ClC=1C=NC(=C(C(=O)NC2CCC(CC2)CN2C(N(C3=C2C=CC=C3)C3=CC(=C(C=C3)C#N)F)=O)C1)C 5-chloro-N-((1r,4r)-4-((3-(4-cyano-3-fluorophenyl)-2-oxo-2,3-dihydro-1H-benzo[d]imidazol-1-yl)methyl)cyclohexyl)-2-methylnicotinamide